3',4'-dimethoxy-N-((1-methyl-3-oxo-2,3,5,6,7,8-hexahydroisoquinolin-4-yl)methyl)-[1,1'-biphenyl]-4-carboxamide COC=1C=C(C=CC1OC)C1=CC=C(C=C1)C(=O)NCC=1C(NC(=C2CCCCC12)C)=O